C(#N)C1(CC1)NS(=O)(=O)C1=CC=C2C3=C(N(C2=C1)C=1SC(=NN1)C(F)F)N=CN=C3SCCOC N-(1-Cyanocyclopropyl)-9-(5-(difluoromethyl)-1,3,4-thiadiazol-2-yl)-4-((2-methoxyethyl)thio)-9H-pyrimido[4,5-b]indole-7-sulfonamide